FC=1C(=CC2=C(N=CS2)C1)C(=O)N 5-fluoro-benzo[d]thiazol-6-amide